1,2-dihydroxydibenzothiophene OC1=C(C=CC=2SC3=C(C21)C=CC=C3)O